N-(5-cyano-2-methyl-6-(2H-1,2,3-triazol-2-yl)pyridin-3-yl)-1-(8-fluoroisoquinolin-4-yl)-5-(trifluoromethyl)-1H-pyrazole-4-carboxamide C(#N)C=1C=C(C(=NC1N1N=CC=N1)C)NC(=O)C=1C=NN(C1C(F)(F)F)C1=CN=CC2=C(C=CC=C12)F